(tert-butoxycarbonyl-amino)-2-oxo-3-pyrrolidinepropionate C(C)(C)(C)OC(=O)NN1C(C(CC1)CCC(=O)[O-])=O